(R)-1-(3-(pyrrolidin-1-yl)propyl)-6-(2,3,5,6-tetrafluorophenyl)-2,5,6,7-tetrahydro-3H-pyrrolo[1,2-c]imidazole-3-thione hydrochloride Cl.N1(CCCC1)CCCC1=C2N(C(N1)=S)C[C@H](C2)C2=C(C(=CC(=C2F)F)F)F